C1(CC1)C=1C(=NC=2N(C1)C=C(N2)C(=O)OCC)O ethyl 6-cyclopropyl-7-hydroxyimidazo[1,2-a]pyrimidine-2-carboxylate